(((6-(piperidin-4-yl)pyridin-2-yl)oxy)methyl)-1H-indazole N1CCC(CC1)C1=CC=CC(=N1)OCN1N=CC2=CC=CC=C12